7-hydroxy-tetrahydroisoquinolinecarboxylic acid OC1=CC=C2CCNC(C2=C1)C(=O)O